OCC(COCCC(=O)OC)NC=1C=NN(C(C1C(F)(F)F)=O)COCC[Si](C)(C)C methyl 3-(3-hydroxy-2-[[6-oxo-5-(trifluoromethyl)-1-[[2-(trimethylsilyl)ethoxy]methyl]-1,6-dihydropyridazin-4-yl]amino]propoxy)propanoate